COC([C@H](CC=1C=C(C=CC1)C(C(=O)OC(C)(C)C)(CCCC(C)([N+](=O)[O-])C)C)C)=O Tert-Butyl 2-(3-((S)-3-methoxy-2-methyl-3-oxopropyl)phenyl)-2,6-dimethyl-6-nitroheptanoate